(S)-N-(2-methoxy-5-(4-(trifluoromethyl)phenoxy)phenyl)-1-(methylsulfonyl)pyrrolidine-2-carboxamide COC1=C(C=C(C=C1)OC1=CC=C(C=C1)C(F)(F)F)NC(=O)[C@H]1N(CCC1)S(=O)(=O)C